6-(2,2-Difluorocyclopropyl)pyridine-2-carboxylic acid FC1(C(C1)C1=CC=CC(=N1)C(=O)O)F